C(C)(C)(C)OC(=O)NC=1SC2=C(N1)C=C(C=C2)C2=CCC(CN2C(=O)OC(C)(C)C)C tert-butyl 6-[2-(tert-butoxycarbonylamino)-1,3-benzothiazol-5-yl]-3-methyl-3,4-dihydro-2H-pyridine-1-carboxylate